C1(CC1)C1=CC=C(C=C1)NC(=O)C1NCC(C1)O N-(4-cyclopropylphenyl)-4-hydroxypyrrolidine-2-carboxamide